OB1OCC2=C1C(=CC(=C2)NC2=NC=C(C(=N2)N[C@H]2[C@@H](COC2)C#N)C)C(F)(F)F (trans)-4-[[2-[[1-hydroxy-7-(trifluoromethyl)-3H-2,1-benzoxaborole-5-yl]amino]-5-methyl-pyrimidin-4-yl]amino]tetrahydrofuran-3-carbonitrile